(1s,4s)-N-(3-Methoxy-4-methylphenyl)-4-(7-methyl-3-oxo-1,3-dihydro-2H-indazol-2-yl)cyclohexane-1-carboxamide COC=1C=C(C=CC1C)NC(=O)C1CCC(CC1)N1NC2=C(C=CC=C2C1=O)C